FC=1C(=CC2=C(C(C3=C(OC2)C=C2C(=C3)OCO2)=O)C1)NCC1=CC=C(C=C1)OC 9-fluoro-8-((4-methoxybenzyl)amino)-[1,3]dioxolo[4',5':4,5]benzo[1,2-b]benzo[e]oxepin-11(6H)-one